tert-butyl 3-(2-(methoxymethyl)phenyl)-4-oxo-2-thioxo-2,3,4,5,6,8-hexahydropyrido[3,4-d]pyrimidine-7(1H)-carboxylate COCC1=C(C=CC=C1)N1C(NC2=C(C1=O)CCN(C2)C(=O)OC(C)(C)C)=S